N1C=C(C2=CC=CC=C12)C=1CCNCC1 4-(indol-3-yl)-3,6-dihydro-2H-pyridine